bis(2-(bis(2-hydroxydodecyl) amino) ethyl) oxalate C(C(=O)OCCN(CC(CCCCCCCCCC)O)CC(CCCCCCCCCC)O)(=O)OCCN(CC(CCCCCCCCCC)O)CC(CCCCCCCCCC)O